BrC1=CC=C(C=C1)C(C)(C)C=1N=C(SC1)NC(C1=CC=C(C=C1)C(C)N1CCNCC1)=O N-(4-(2-(4-bromophenyl)propan-2-yl)thiazol-2-yl)-4-(1-(piperazin-1-yl)ethyl)benzamide